(3R)-2-methyl-3-(methylamino)butan-1-ol CC(CO)[C@@H](C)NC